4-[(2R)-3-(3,4-dihydro-1H-isoquinolin-2-yl)-2-hydroxy-propyl]-8-propanoyl-2,3-dihydro-1,4-benzoxazepin-5-one C1N(CCC2=CC=CC=C12)C[C@H](CN1CCOC2=C(C1=O)C=CC(=C2)C(CC)=O)O